(E)-3-[4-[4-(4-pentylcyclohexyl)cyclohexanecarbonyl]oxyphenyl]-prop-2-enoic acid C(CCCC)C1CCC(CC1)C1CCC(CC1)C(=O)OC1=CC=C(C=C1)/C=C/C(=O)O